malonamic amide C(CC(=O)N)(=O)N